Acetylene C#C